ClC1=NC=C(C(=N1)Cl)CN1CC(CC1)(F)F 2,4-dichloro-5-[(3,3-difluoropyrrolidin-1-yl)methyl]pyrimidine